4-[2-[[(1R)-1-(3,6-Dimethyl-4-oxo-2-phenyl-chromen-8-yl)ethyl]amino]phenyl]-1-methyl-pyridin-2-one CC1=C(OC2=C(C=C(C=C2C1=O)C)[C@@H](C)NC1=C(C=CC=C1)C1=CC(N(C=C1)C)=O)C1=CC=CC=C1